4,4-difluorocyclohexyl-(methyl)-1-(3,3,3-trifluoropropyl)-1H-1,2,3-triazole-5-carboxamide FC1(CCC(CC1)NC(=O)C1=C(N=NN1CCC(F)(F)F)C)F